O=C(CCOC[C@H](C)NC=1C(=CN=NC1)C(F)(F)F)N1CC2N(C=3N=CC(=CC3CC2)C(F)(F)F)CC1 5-(((2S)-1-(3-oxo-3-(3-(trifluoromethyl)-5,6,6a,7,9,10-hexahydro-8H-Pyrazino[1,2-a][1,8]naphthyridin-8-yl)propoxy)prop-2-yl)amino)-4-(trifluoromethyl)pyridazine